tert-butyl 4-(1-naphthyl)-2-methylpiperazine-1-carboxylate C1(=CC=CC2=CC=CC=C12)N1CC(N(CC1)C(=O)OC(C)(C)C)C